6-(4-fluoro-3-isopropyl-1H-pyrrolo[2,3-c]pyridin-5-yl)-2,6-diazaspiro[3.3]heptane-2-carboxylic acid tert-butyl ester C(C)(C)(C)OC(=O)N1CC2(C1)CN(C2)C=2C(=C1C(=CN2)NC=C1C(C)C)F